4-(p-tolylthio)phenyldi-o-tolylsulfonium C1(=CC=C(C=C1)SC1=CC=C(C=C1)[S+](C1=C(C=CC=C1)C)C1=C(C=CC=C1)C)C